methyl 6,7-difluoro-4-methoxy-1H-indole-2-carboxylate FC1=CC(=C2C=C(NC2=C1F)C(=O)OC)OC